2-{6-azaspiro[2.5]oct-6-yl}-N-[8-(4,4-difluoropiperidin-1-yl)-7-fluoroquinolin-6-yl]-4-[(2S)-1-hydroxypropane-2-sulfonylamino]benzamide C1CC12CCN(CC2)C2=C(C(=O)NC=1C=C3C=CC=NC3=C(C1F)N1CCC(CC1)(F)F)C=CC(=C2)NS(=O)(=O)[C@H](CO)C